CC1(CC(CC(C1)(C)C)N=C=O)CN=C=O 3,5,5-tri-methyl-1-isocyanato-3-isocyanatomethylcyclohexane